ClC1=C2C(=NC=C1)C(CC2)=O 4-chloro-5,6-dihydro-7H-cyclopenta[b]pyridin-7-one